2-(2-phenylethyl)benzofuran C1(=CC=CC=C1)CCC=1OC2=C(C1)C=CC=C2